C(CC)(=O)OC(C(CBr)(C)C)(Br)Br tribromoneopentyl propionate